(1S,7S,8S)-2-(7-Chloro-8-fluoro-2-(((2R,3R,7aS)-2-fluoro-3-methyltetrahydro-1H-pyrrolizin-7a(5H)-yl)methoxy-d2)pyrido[4,3-d]pyrimidin-4-yl)-8-fluoro-5-oxa-2-azabicyclo[5.1.0]octane ClC1=C(C=2N=C(N=C(C2C=N1)N1[C@@H]2[C@H]([C@@H]2COCC1)F)OC([2H])([2H])[C@]12CCCN2[C@@H]([C@@H](C1)F)C)F